CN1N=C2C=CC(=CC2=C1C(=O)NC1CN(CC1)C)OCC1=C(N=CS1)C 2-methyl-5-[(4-methyl-1,3-thiazol-5-yl)methoxy]-N-(1-methylpyrrolidin-3-yl)-2H-indazole-3-carboxamide